OC(C(=O)C1=CC=C(C=C1)OCC(C)O)(C)C 2-hydroxy-4'-(2-hydroxypropoxy)-2-methylpropiophenone